7-(5-Chloro-2-(3-(5-cyano-6-(ethyl(1-(oxetan-3-yl)piperidin-4-yl)amino)-2-methyl-4-oxopyrido[3,4-d]pyrimidin-3(4H)-yl)prop-1-yn-1-yl)phenyl)thieno[3,2-b]pyridine-3-carboxylic acid ClC=1C=CC(=C(C1)C1=C2C(=NC=C1)C(=CS2)C(=O)O)C#CCN2C(=NC1=C(C2=O)C(=C(N=C1)N(C1CCN(CC1)C1COC1)CC)C#N)C